N-((1r,4r)-4-((3-(2-acetyl-1,2,3,4-tetrahydroisoquinolin-6-yl)-2-oxo-2,3-dihydro-1H-benzo[d]imidazol-1-yl)methyl)cyclohexyl)-5-chloro-2-methylnicotinamide C(C)(=O)N1CC2=CC=C(C=C2CC1)N1C(N(C2=C1C=CC=C2)CC2CCC(CC2)NC(C2=C(N=CC(=C2)Cl)C)=O)=O